N-(4-Fluoro-3-(trifluoromethyl)phenyl)-5,6,9,10-tetrahydro-4H-isoxazolo-[3'',4'':3',4']cyclohepta[1',2':3,4]pyrazolo[1,5-a]pyrazine-11(12H)-carboxamide FC1=C(C=C(C=C1)NC(=O)N1CC=2N(CC1)N=C1C2C=2C(CCC1)=CON2)C(F)(F)F